1-(5-chloro-3-iodo-2-methoxy-4-methylphenyl)ethan-1-ol ClC=1C(=C(C(=C(C1)C(C)O)OC)I)C